CS(=O)(=O)O.C(CCC)N(C1=CC=C2C(=C3C(O2)=CC=CC(=C3)NC(=O)C=3C=C2C=CC(=NC2=CC3)C)C1)CCCC N-(N,N-dibutyl-2-aminocyclohepta[b]benzofur-9-yl)2-methylquinoline-6-carboxamide methanesulfonate